4-[(3R)-3-[[(benzyloxy)carbonyl]amino]-5-fluoro-3,4-dihydro-2H-1-benzopyran-7-yl]piperazine-1-carboxylic acid tert-butyl ester C(C)(C)(C)OC(=O)N1CCN(CC1)C1=CC2=C(C[C@H](CO2)NC(=O)OCC2=CC=CC=C2)C(=C1)F